1,2,3-TRIMETHYL-BENZENE CC1=C(C(=CC=C1)C)C